4-(tert-butoxy)-N-(2,2-dimethoxyethyl)-7-fluoro-2-(methylthio)-5-((2-(trimethylsilyl)ethoxy)methyl)-5H-pyrrolo[3,2-d]pyrimidine-6-carboxamide C(C)(C)(C)OC=1C2=C(N=C(N1)SC)C(=C(N2COCC[Si](C)(C)C)C(=O)NCC(OC)OC)F